[C@H]12OC[C@H](N(C1)C1=NC=3N(C=C1)N=CC3C(=O)NC=3C(=NN(C3)C3CCN(CC3)CCCCC3CCNCC3)C(F)F)C2 5-((1R,4R)-2-oxa-5-azabicyclo[2.2.1]heptan-5-yl)-N-(3-(difluoromethyl)-1-(1-(4-(piperidin-4-yl)butyl)piperidin-4-yl)-1H-pyrazol-4-yl)pyrazolo[1,5-a]pyrimidine-3-carboxamide